S(=O)(O)[O-].[Li+].S([O-])(O)(=O)=O.[K+] potassium bisulfate lithium hydrogen sulfite